(biphenylyl)(dibenzofuranyl)(diphenylfluorenyl)Amine C1(=C(C=CC=C1)N(C1=C(C(=CC=2C3=CC=CC=C3CC12)C1=CC=CC=C1)C1=CC=CC=C1)C1=CC=CC=2OC3=C(C21)C=CC=C3)C3=CC=CC=C3